N,N-dimethyl-histidine CN([C@@H](CC1=CNC=N1)C(=O)O)C